FC(C=1C=CC(=C(C1)NC(=S)N1CC(CC1)(C1=NC=NS1)C1=CC(=C(C=C1)C)F)OC)F N-(5-(difluoromethyl)-2-methoxyphenyl)-3-(3-fluoro-4-methylphenyl)-3-(1,2,4-thiadiazol-5-yl)pyrrolidine-1-carbothioamide